ethyl 1-(tert-butoxycarbonyl)-4-piperidinecarboxylate C(C)(C)(C)OC(=O)N1CCC(CC1)C(=O)OCC